N,N-dimethyl-cyclohexan-1-amine CN(C1CCCCC1)C